OC(C)(C)C=1C=C(SC1)[S@@](=O)(N)=NC(NC1=C2C(=NC3=C1CCC3)C(CC2)C)=O (R)-4-(2-hydroxypropan-2-yl)-N'-((3-methyl-1,2,3,5,6,7-hexahydrodicyclopenta[b,e]pyridin-8-yl)carbamoyl)thiophene-2-sulfonimidamide